tertbutyl 4-(2-(7,8-dimethyl-[1,2,4]triazolo[1,5-a]pyridin-6-yl)-3-isopropyl-1H-indol-5-yl)piperidine-1-carboxylate CC1=C(C=2N(C=C1C=1NC3=CC=C(C=C3C1C(C)C)C1CCN(CC1)C(=O)OC(C)(C)C)N=CN2)C